(6-(2-hydroxy-4-(trifluoromethyl)phenyl)-5-methylpyridin-3-yl)(1-methylpiperidin-3-yl)methanone OC1=C(C=CC(=C1)C(F)(F)F)C1=C(C=C(C=N1)C(=O)C1CN(CCC1)C)C